O1N=C(C=N1)C(=O)N 1,2,5-oxadiazole-3-carboxamide